3-(5-(N-(6-(8-(benzo[d]thiazol-2-ylcarbamoyl)-3,4-dihydroisoquinolin-2(1H)-yl)-3-(1-(cyclohexylmethyl)-5-methyl-1H-pyrazol-4-yl)picolinoyl)sulfamoyl)pyridin-2-yl)propanoic acid S1C(=NC2=C1C=CC=C2)NC(=O)C=2C=CC=C1CCN(CC21)C2=CC=C(C(=N2)C(=O)NS(=O)(=O)C=2C=CC(=NC2)CCC(=O)O)C=2C=NN(C2C)CC2CCCCC2